((4-(tert-butoxycarbonyl)-3,3-dimethylpiperazin-1-yl)methyl)potassium trifluoroborate B(F)(F)F.C(C)(C)(C)OC(=O)N1C(CN(CC1)C[K])(C)C